5,7-Diamino-3,5,7,9-tetradeoxy-L-glycero-L-manno-non-2-ulopyranosonic acid N[C@H]1[C@H](CC(C(=O)O)(O)O[C@H]1[C@H]([C@@H](O)C)N)O